4-(4-(diethylamino)styryl)pyridinium dibromide [Br-].[Br-].C(C)N(C1=CC=C(C=CC2=CC=[NH+]C=C2)C=C1)CC.C(C)N(CC)C1=CC=C(C=CC2=CC=[NH+]C=C2)C=C1